1-((1-acryloyl-3-fluoroazetidin-3-yl)methyl-d2)-7-chloro-6-(2-fluoro-6-hydroxy-4-methylphenyl)-4-(2-isopropyl-4-methylpyridin-3-yl)-1,4-dihydropyrido[2,3-b]pyrazine-2,3-dione C(C=C)(=O)N1CC(C1)(F)C(N1C2=C(N(C(C1=O)=O)C=1C(=NC=CC1C)C(C)C)N=C(C(=C2)Cl)C2=C(C=C(C=C2O)C)F)([2H])[2H]